1,11-bis(3-thietanylthio)-4,7-bis(3-thietanylthio)-3,6,9-trithiaundecane S1CC(C1)SCCSC(CSC(CSCCSC1CSC1)SC1CSC1)SC1CSC1